(1S,3S,4S)-N-((R)-1-cyano-2-((S)-2-oxopyrrolidin-3-yl)ethyl)-2-((R)-3-cyclobutyl-2-(2,2,2-trifluoroacetamido)propanoyl)-5,5-difluoro-2-azabicyclo[2.2.2]octane-3-carboxamide C(#N)[C@@H](C[C@H]1C(NCC1)=O)NC(=O)[C@H]1N([C@@H]2CC([C@H]1CC2)(F)F)C([C@@H](CC2CCC2)NC(C(F)(F)F)=O)=O